C(C)OC(OCC)(OCC)OCC orthocarbonic acid tetraethyl ester